FC(F)(F)C=1C(=C(C=C(C1)N)C1=CC=CC(=C1)N)C(F)(F)F bistrifluoromethyl-5,5'-diaminobiphenyl